O=C(C=CC1=C(C(=C(C=C1)O)C=CC(C)=C)OC)C1=CC=C(C=C1)[O-] 4-{1-oxo-3-[4-hydroxy-3-isoprenyl-2-methoxyphenyl]prop-2-enyl}phenolate